5-(7-methoxy-1-methyl-1H-pyrrolo[2,3-c]pyridin-3-yl)-2-methyl-4-phenoxyaniline COC=1N=CC=C2C1N(C=C2C=2C(=CC(=C(N)C2)C)OC2=CC=CC=C2)C